Crotonyl-L-lysine C(\C=C\C)(=O)N[C@@H](CCCCN)C(=O)O